Trimethyl({3,3,6,6-tetramethyl-2-[(trimethylsilyl)oxy]cyclohex-1-en-1-yl}oxy)silane C[Si](OC1=C(C(CCC1(C)C)(C)C)O[Si](C)(C)C)(C)C